tert-butyl (2R,5S)-4-[(5R)-5-(cyanomethyl)-7-(4-cyano-2-pyridinyl)-5-methyl-6H-pyrrolo[2,3-d]pyrimidin-4-yl]-2,5-dimethylpiperazine-1-carboxylate C(#N)C[C@]1(CN(C=2N=CN=C(C21)N2C[C@H](N(C[C@@H]2C)C(=O)OC(C)(C)C)C)C2=NC=CC(=C2)C#N)C